2-methoxy-5-(2-((2R,5S)-5-methyl-2-(2-(2-(pyrrolidin-1-yl)ethyl)benzo[d]thiazol-5-yl)piperidin-1-yl)-2-oxoacetamido)nicotinamide COC1=C(C(=O)N)C=C(C=N1)NC(C(=O)N1[C@H](CC[C@@H](C1)C)C=1C=CC2=C(N=C(S2)CCN2CCCC2)C1)=O